germanium methyltrimethylborate C[B-](C)(C)C.[Ge+2].C[B-](C)(C)C